S(SCCOC(CCCCCN(CCC(=O)OCCC=1N=NN(C1)CCCCCCCC(C)C)CCC(=O)OCCC=1N=NN(C1)CCCCCCCC(C)C)=O)CCOC(CCCCCN(CCC(=O)OCCC=1N=NN(C1)CCCCCCCC(C)C)CCC(=O)OCCC=1N=NN(C1)CCCCCCCC(C)C)=O tetrakis(2-(1-(8-methylnonyl)-1H-1,2,3-triazol-4-yl)ethyl) 3,3',3'',3'''-((((disulfanediylbis(ethane-2,1-diyl))bis(oxy))bis(6-oxohexane-6,1-diyl))bis(azanetriyl))tetrapropionate